N1N=C(C=C1)CC=1SC2=C(N(C=3C(N(N=CC32)CC3=NNC=C3O)=O)C)N1 2-((1H-pyrazol-3-yl)methyl)-6-((4-hydroxy-1H-pyrazol-3-yl)methyl)-4-methyl-4H-thiazolo[5',4':4,5]pyrrolo[2,3-d]pyridazin-5(6H)-one